ethanethiohydrazide TFA salt OC(=O)C(F)(F)F.C(C)(NN)=S